N1CC(C1)OC1=CC=C(C=C1)C#CC1=CN=C(C2=CN=C(C=C12)N)NC 4-((4-(azetidin-3-yloxy)phenyl)ethynyl)-N1-methyl-2,7-naphthyridine-1,6-diamine